CO[C@H]1[C@H](CN(C1)C)NC(=O)C1(CCNCC1)C=1C=NC(=CC1)C=1N(C=CC1)C N-[(3s,4r)-4-methoxy-1-methylpyrrolidin-3-yl]-4-[6-(1-methyl-1H-pyrrol-2-yl)pyridin-3-yl]piperidine-4-carboxamide